C(C)C=1C(NC2=CC=CC=C2N1)=O ethylquinoxalinone